Vinyllaurat C(=C)OC(CCCCCCCCCCC)=O